C12C=CC(C3=CC4=CC=CC=C4C=C13)O2 1,4-dihydro-1,4-epoxyanthracene